COC=1C=2N(C=C(C1C)B1OC(C(O1)(C)C)(C)C)N=CN2 8-methoxy-7-methyl-6-(4,4,5,5-tetramethyl-1,3,2-dioxaborolan-2-yl)-[1,2,4]triazolo[1,5-a]pyridine